FC(OC1=CC=C(C=N1)C(C(=O)N1C[C@]2(CC1)NC1=NC(=C(C=C1CC2)C=2N=NN(N2)C)C)C)F 2-[6-(difluoromethoxy)pyridin-3-yl]-1-[(2S)-7-methyl-6-(2-methyl-2H-tetrazol-5-yl)-3,4-dihydro-1H-spiro[1,8-naphthyridine-2,3'-pyrrolidin]-1'-yl]propan-1-one